1-(2-methoxy-4-methyl-5-(methylsulfinyl)phenyl)propan-2-amine COC1=C(C=C(C(=C1)C)S(=O)C)CC(C)N